6-((S)-1-(2-((3R,4R)-3-amino-4-fluoropiperidin-1-yl)-1H-benzo[d]imidazol-1-yl)ethyl)nicotinonitrile hydrochloride Cl.N[C@@H]1CN(CC[C@H]1F)C1=NC2=C(N1[C@@H](C)C1=NC=C(C#N)C=C1)C=CC=C2